2-((3-Isopropyl-2-(2-methylpyridin-4-yl)-1H-indol-5-yl)oxy)-N-methylethan-1-amin C(C)(C)C1=C(NC2=CC=C(C=C12)OCCNC)C1=CC(=NC=C1)C